tert-butyl 4-(2-(8-fluoro-2-methylimidazo[1,2-a]pyridin-6-yl)-4-oxo-4H-pyrido[1,2-a][1,3,5]triazin-7-yl)-1,4-diazepane-1-carboxylate FC=1C=2N(C=C(C1)C=1N=C3N(C(N1)=O)C=C(C=C3)N3CCN(CCC3)C(=O)OC(C)(C)C)C=C(N2)C